(S)-1-(8,9-difluoro-6-oxo-1,2,3,4,5,6-hexahydrophenanthridin-1-yl)-1-methyl-3-(1-(trifluoromethyl)cyclopropyl)urea FC=1C=C2C(NC=3CCC[C@@H](C3C2=CC1F)N(C(=O)NC1(CC1)C(F)(F)F)C)=O